C(C)(C)OC1=CC(=C2C=CC=NC2=C1)C1(CC1)NC(C1=C(C=CC(=C1)OC[C@H]1N(CC1)C)C)=O (s)-N-(1-(7-Isopropoxyquinolin-5-yl)cyclopropyl)-2-methyl-5-((1-methylazetidin-2-yl)methoxy)benzamide